Tert-butyl (R)-3-((S)-1-((S)-4-benzyl-2-oxooxazolidin-3-yl)-3-(3-bromophenyl)-1-oxopropan-2-yl-3,3-d2)pyrrolidine-1-carboxylate C(C1=CC=CC=C1)[C@@H]1N(C(OC1)=O)C([C@@H](C([2H])([2H])C1=CC(=CC=C1)Br)[C@@H]1CN(CC1)C(=O)OC(C)(C)C)=O